ClC1=C(C=CC=C1C1C(NC(CC1)=O)=O)C1=CC=C(C=C1)CC1=NC=CC(=N1)OC 3-(2-chloro-4'-((4-methoxypyrimidin-2-yl)methyl)-[1,1'-biphenyl]-3-yl)piperidine-2,6-dione